11-(1-piperazinyl)dibenzo[b,f][1,4]thiazepine N1(CCNCC1)C1=NC2=C(SC3=C1C=CC=C3)C=CC=C2